C(C)(C)C1=CC=C(S1)C(C(=O)O)=O 2-(5-isopropylthiophen-2-yl)-2-oxoacetic acid